2-methyl-thiazol-4-amine CC=1SC=C(N1)N